5-(6-methyl-5-(phenylsulfonylamino)pyridin-3-yl)nicotinic acid CC1=C(C=C(C=N1)C=1C=NC=C(C(=O)O)C1)NS(=O)(=O)C1=CC=CC=C1